CC1(CC(C1)NC1=NN2C(C=N1)=C(C=C2)C=2C=C1C=CC=NC1=CC2)NC(C)=O N-((1r,3r)-1-Methyl-3-((5-(quinolin-6-yl)pyrrolo[2,1-f][1,2,4]triazin-2-yl)amino)cyclobutyl)acetamide